(S)-2-(4-(2-aminopropane-2-yl)-1H-1,2,3-triazol-1-yl)-3-(3-(2,2-difluorobenzo[d][1,3]dioxolan-4-yl)phenyl)propanoic acid NC(C)(C)C=1N=NN(C1)[C@H](C(=O)O)CC1=CC(=CC=C1)C1=CC=CC=2OC(OC21)(F)F